CC1=C(OC2=C(C=C(C=C2C1=O)C)C(C)NC1=C(C(=O)O)C=CC=C1)C#CC=1C=NN(C1)C 2-((1-(3,6-Dimethyl-2-((1-methyl-1H-pyrazol-4-yl)ethynyl)-4-oxo-4H-chromen-8-yl)ethyl)amino)benzoic acid